BrCC(=O)NNCC(=O)O bromoacetamidoglycine